N-[4-[(6,7-dimethoxy-1,5-naphthyridin-4-yl)oxy]-5-fluoro-2-methylphenyl]-5-(4-fluorophenyl)-1,6-dimethyl-4-oxopyridine-3-carboxamide COC=1N=C2C(=CC=NC2=CC1OC)OC1=CC(=C(C=C1F)NC(=O)C1=CN(C(=C(C1=O)C1=CC=C(C=C1)F)C)C)C